ClC1(C(C#N)C(=C(C(=C1)Cl)Cl)Cl)C#N 2,4,5,6-tetrachlorophthalonitrile